ClC1=CC=C(C(=N1)C(=O)O)N[C@H](C)C=1C=C(C=C2C(N(C(=NC12)N1C[C@@H]2C([C@@H]2C1)OC(N(C)C)=O)C)=O)C 6-chloro-3-(((R)-1-(2-((1R,5S,6S)-6-((dimethylcarbamoyl)oxy)-3-azabicyclo[3.1.0]hexan-3-yl)-3,6-dimethyl-4-oxo-3,4-dihydroquinazolin-8-yl)ethyl)amino)picolinic acid